4-bromo-8-(methoxycarbonyl)naphthalen BrC1=CC=CC2=C(C=CC=C12)C(=O)OC